FC1(C2CC(CC(C1)N2)NC2=CC=C1C(=N2)OCC=2C=C(C=CC21)C=2C=NNC2)F 6,6-difluoro-N-[8-(1H-pyrazol-4-yl)-6H-isochromeno[3,4-b]pyridin-3-yl]-8-azabicyclo[3.2.1]octan-3-amine